C(#N)C=1C=C(CN2CCC(CC2)NS(=O)(=O)C=2C=NC(=CC2)N2CCOCC2)C=CC1 N-(1-(3-Cyanobenzyl)piperidin-4-yl)-6-morpholinopyridine-3-sulfonamide